C(C)(C)(C)OC([C@@H](COC1=CC=C(C=C1)C=C)O)=O (R)-2-hydroxy-3-(4-vinylphenoxy)propionic acid tert-butyl ester